COC1(CCNCC1)C(=O)O 4-methoxypiperidine-4-carboxylic acid